2-(3-acetylpyrazin-2-yl)-4,6,6-trimethyl-1,3,4-oxadiazin-5-one C(C)(=O)C=1C(=NC=CN1)C=1OC(C(N(N1)C)=O)(C)C